ClC1=C(C(=CC=C1Cl)F)C(CCC(C=C)=O)NC1=CC=C2C=CN(C(C2=C1)=O)C 7-{[1-(2,3-Dichloro-6-fluorophenyl)-4-oxohex-5-en-1-yl]amino}-2-methylisoquinolin-1-one